FC1=CC2=C(N(C=N2)C2=CC=C(C(=N2)N2N=C(C=C2C)C#N)C(C)O)C=C1NC=1OC(=NN1)C 1-[6-[5-fluoro-6-[(5-methyl-1,3,4-oxadiazol-2-yl)amino]benzimidazol-1-yl]-3-(1-hydroxyethyl)-2-pyridinyl]-5-methyl-pyrazole-3-carbonitrile